Methyl 3-(4-(4-((3-((tert-butoxycarbonyl)(methyl)amino)propyl)amino)-2,6-dioxo-3-(2,4,5-trifluorobenzyl)-3,6-dihydro-1,3,5-triazin-1(2H)-yl)isoquinolin-5-yl)benzoate C(C)(C)(C)OC(=O)N(CCCNC=1N(C(N(C(N1)=O)C1=CN=CC2=CC=CC(=C12)C=1C=C(C(=O)OC)C=CC1)=O)CC1=C(C=C(C(=C1)F)F)F)C